BrC=1C(=C(C=CC1)C#N)OC 3-bromo-2-methoxybenzene-1-carbonitrile